[N+](=O)([O-])C1=CC2=C(C3CN(CC2C3)C(C(F)(F)F)=O)C=C1[N+](=O)[O-] 2,3,4,5-tetrahydro-7,8-dinitro-3-(trifluoroacetyl)-1,5-methylene-1H-3-benzazepine